C1=CC=C(C=C1)N=NC2=C(C=CC3=CC(=CC(=C32)S(=O)(=O)[O-])S(=O)(=O)[O-])O.O.O.O.O.O.O.O.O The molecule is a cationic fluorescent dye derived from a bis-sulfonated phenylazonaphthalene. It has a role as a fluorochrome. It is an azo compound and an organosulfonate oxoanion.